C(CCCC=C)C1CCCC12NC(C1N2CCC1)=O 2-(5-hexenyl)tetrahydrospiro[cyclopentane-1,3'-pyrrolo[1,2-c]imidazole]-1'(2'H)-one